C1(=CC=CC=C1)\C=C/C(=O)O (2Z)-3-phenyl-prop-2-enoic acid